4-(4-(4-(3-(1,3-dioxolan-2-yl)propoxy)-2-fluorophenyl)piperidin-1-yl)-2-(trifluoro-methyl)benzonitrile O1C(OCC1)CCCOC1=CC(=C(C=C1)C1CCN(CC1)C1=CC(=C(C#N)C=C1)C(F)(F)F)F